COC=1C=2N(C=CC1C#N)N=CC2 4-Methoxypyrazolo[1,5-a]pyridine-5-carbonitrile